BrC1=CC(=C(CN2CC(N(C=3C=NC=4N=C(C=CC4C32)OC)CC(F)(F)F)=O)C(=C1)F)F 1-(4-bromo-2,6-difluorobenzyl)-8-methoxy-4-(2,2,2-trifluoroethyl)-1,4-dihydropyrazino[2,3-c][1,8]Naphthyridin-3(2H)-one